3-(2-(3-((5S,8S)-5-(3-(tert-butoxy)-3-oxopropyl)-3,6,9-trioxo-8-phenethyl-1-phenyl-2-oxa-4,7,10-triazaundec-11-yl)-4-methylphenoxy)ethyl)piperidine-1-carboxylic acid tert-butyl ester C(C)(C)(C)OC(=O)N1CC(CCC1)CCOC1=CC(=C(C=C1)C)CNC([C@@H](NC([C@@H](NC(OCC1=CC=CC=C1)=O)CCC(=O)OC(C)(C)C)=O)CCC1=CC=CC=C1)=O